BrC1=CC=C(C=C1)N(C1=CC=C(C=C1)C1=CC=CC=C1)C1C=CC(=CC1)C=1C=C2C3=C(N(C2=CC1)C1=CC=CC=C1)N=CC=C3 N-(4-bromophenyl)-N-(4-(9-phenyl-9H-pyrido[2,3-b]indol-6-yl)cyclohexane-2,4-dien-1-yl)-[1,1'-biphenyl]-4-amine